C1(CCC1)C=1C=C(C=NC1)C=1N=NN(C1)C1(COC1)C1=CC=C(C=N1)N1C[C@@H](CCC1)N(C(OC(C)(C)C)=O)CC1CC1 tert-butyl (R)-(1-(6-(3-(4-(5-cyclobutylpyridin-3-yl)-1H-1,2,3-triazol-1-yl)oxetan-3-yl)pyridin-3-yl)piperidin-3-yl)(cyclopropylmethyl)carbamate